OC1(C(COC1)CC(C)S(=O)(=O)N)C1=CC=C(C=C1)C=1SC=C(C1)C {4-hydroxy-4-[4-(4-methyl-thiophen-2-yl)-phenyl]-tetrahydro-furan-3-yl}propane-2-sulfonamide